C(C)OC(CN=C=O)OCC 1,1-diethoxy-2-isocyanatoethane